C1(=CC=CC=C1)C1=C(C(=C(C=C1)C=1[Se]C2=C(C1C1=C(C(=CC=3C4=CC=CC=C4CC13)C)C)C(=CC=C2)C2=C(C(=CC=1C3=CC=CC=C3CC21)C)C)C2=NN=NC=C2)C2=CC=CC=C2 diphenyltriazinyl[bis(dimethylfluorenyl)benzselenophenyl]benzene